C1(CC1)C1=CNC2=C(C=CC=C12)B1OC(C(O1)(C)C)(C)C 3-cyclopropyl-7-(4,4,5,5-tetramethyl-1,3,2-dioxaborolan-2-yl)-1H-indole